7-[(3R,5S)-3,5-dimethylpiperazin-1-yl]-N-(8-fluoro-2-methyl-imidazo[1,2-a]pyridin-6-yl)-3-methyl-benzotriazole-4-carboxamide C[C@@H]1CN(C[C@@H](N1)C)C1=CC=C(C2=C1N=NN2C)C(=O)NC=2C=C(C=1N(C2)C=C(N1)C)F